N-{6-methoxy-1-methyl-[1,2,3]triazolo[4,5-c]pyridin-7-yl}-1,1-diphenylmethanimine COC1=C(C2=C(C=N1)N=NN2C)N=C(C2=CC=CC=C2)C2=CC=CC=C2